9,9-dimethoxymethyl-1,2,3,4-tetrahydrofluorene COCC1(C2=CC=CC=C2C=2CCCCC12)COC